2-fluoro-N-((2R)-1-(4-(4-fluorophenyl)-2-isopropyl-2,8-diazaspiro[4.5]decan-8-yl)-3-methyl-1-oxobutan-2-yl)-5-(trifluoromethyl)benzamide FC1=C(C(=O)N[C@@H](C(=O)N2CCC3(C(CN(C3)C(C)C)C3=CC=C(C=C3)F)CC2)C(C)C)C=C(C=C1)C(F)(F)F